NC1=C(C=C(C=C1)S(=O)(=O)NC)C=1N=CN(C1)C 4-amino-N-methyl-3-(1-methyl-1H-imidazol-4-yl)benzenesulfonamide